ClC(C(F)(F)F)=C(C(F)(F)F)Cl 2,3-dichlorohexafluoro-2-butene